Cl.NCCCCCCCCCNC1=C2C(N(C(C2=CC=C1)=O)C1C(NC(CC1)=O)=O)=O 4-[(9-Aminononyl)amino]-2-(2,6-dioxopiperidin-3-yl)isoindole-1,3-dione hydrochloride